BrC1=CC=C(C=2N1C=CN2)NC(=O)NC2=CC(=C(C=C2)CN2CCN(CC2)CCOC)C(F)(F)F 1-(5-bromoimidazo[1,2-a]pyridin-8-yl)-3-(4-((4-(2-methoxyethyl)piperazin-1-yl)methyl)-3-(trifluoromethyl)phenyl)urea